C(#N)C1=C(C2=C(N(C(N(C2=O)C(C(=O)OC(C)(C)C)(C)C)=O)C[C@@H](OC2CCOCC2)C2=C(C=CC=C2)OC)S1)C (S)-tert-butyl 2-(6-cyano-1-(2-(2-methoxyphenyl)-2-((tetrahydro-2H-pyran-4-yl) oxy) ethyl)-5-methyl-2,4-dioxo-1,2-dihydrothieno[2,3-d]pyrimidin-3(4H)-yl)-2-methylpropionate